ClC=1C=NN(C1C1=NN2C(N(C(CC2)=O)CC2=CC=C(C=C2)C=2N(C=C(N2)C(F)(F)F)CC)=C1)C(C)C 2-(4-chloro-1-isopropyl-1H-pyrazol-5-yl)-4-(4-(1-ethyl-4-(trifluoromethyl)-1H-imidazol-2-yl)benzyl)-6,7-dihydropyrazolo[1,5-a]pyrimidin-5(4H)-one